N1(N=NN=C1)C[C@H](C)OC1=C(C#N)C=CC(=C1)C=1C=NC(=NC1)NC=1C(=NN(C1)C1CCC(CC1)N1CCOCC1)OCC(C)(C)O 2-(((S)-1-(1H-tetrazol-1-yl)propan-2-yl)oxy)-4-(2-((3-(2-hydroxy-2-methylpropoxy)-1-((1r,4r)-4-morpholinocyclohexyl)-1H-pyrazol-4-yl)amino)pyrimidin-5-yl)benzonitrile